N1=CC=C(C=C1)[C@H](C)N1C=NC(=C1)C(=O)O 1-[(1S)-1-(4-pyridyl)ethyl]-1H-imidazole-4-carboxylic acid